2-chloro-4-(8-(4-(4-((1-(2-(2,6-dioxopiperidin-3-yl)-1,3-dioxoisoindolin-5-yl)-4-methoxypiperidin-4-yl)methyl)piperazine-1-carbonyl)phenyl)-2,8-diazaspiro[4.5]decan-2-yl)benzonitrile ClC1=C(C#N)C=CC(=C1)N1CC2(CC1)CCN(CC2)C2=CC=C(C=C2)C(=O)N2CCN(CC2)CC2(CCN(CC2)C=2C=C1C(N(C(C1=CC2)=O)C2C(NC(CC2)=O)=O)=O)OC